BrC1=CC(=C(C=C1)CC(=O)OCC)CCCC1=C(C=CC(=C1)C#N)COC1=NC(=CC=C1)Br ethyl 2-[4-bromo-2-[3-[2-[(6-bromo-2-pyridyl)oxymethyl]-5-cyano-phenyl]propyl]phenyl]acetate